Cetylalcohol C(CCCCCCCCCCCCCCC)O